2-((7-Methyl-4-(4-((3-(pyridin-4-yl)propyl)amino)piperidin-1-yl)thieno[3,2-d]pyrimidin-2-yl)amino)ethanol CC1=CSC2=C1N=C(N=C2N2CCC(CC2)NCCCC2=CC=NC=C2)NCCO